BrC1=CC=CC=2NC(CSC21)=O 8-bromo-4H-1,4-benzothiazin-3-one